4-[5-(aminomethyl)pyridin-2-yl]-3-[6-(dimethylamino)pyridazin-4-yl]sulfanylbenzonitrile NCC=1C=CC(=NC1)C1=C(C=C(C#N)C=C1)SC1=CN=NC(=C1)N(C)C